ClC=1C=C(C=C2C(C(NC12)=O)(C)C)C1=NNC(SC1C)=O 5-(7-chloro-3,3-dimethyl-2-oxoindolin-5-yl)-6-methyl-3,6-dihydro-2H-1,3,4-thiadiazin-2-one